(19S)-10-benzyl-19-(4-(2,5-dioxo-2,5-dihydro-1H-pyrrol-1-yl)butyl)-6,9,12,15,18,21-hexaoxo-3-oxa-5,8,11,14,17,20-hexaazadocosan-1-oic acid C(C1=CC=CC=C1)C(C(NCC(NCOCC(=O)O)=O)=O)NC(CNC(CNC([C@@H](NC(C)=O)CCCCN1C(C=CC1=O)=O)=O)=O)=O